C(\C=C/CC)O (2Z)-2-penten-1-ol